N-(1-(4-(2-(2-aminopyridin-3-yl)-5-phenyl-3H-imidazo[4,5-b]pyridin-3-yl)benzyl)piperidin-4-yl)-3-cyanoisonicotinamide NC1=NC=CC=C1C1=NC=2C(=NC(=CC2)C2=CC=CC=C2)N1C1=CC=C(CN2CCC(CC2)NC(C2=C(C=NC=C2)C#N)=O)C=C1